ClC1=CC=C(C(=N1)CN(C)C)C1(CC1)OC 1-(6-chloro-3-(1-methoxycyclopropyl)pyridin-2-yl)-N,N-dimethylmethylamine